BrC=1C=C(C=CC1)C1(CC(C1)OC(C1=CC=C(C=C1)[N+](=O)[O-])=O)C(=O)OC.C1(=CC=CC=C1)C1=C(C(=NN=N1)C=1C(=C(C=CC1)C1=CC=CC=C1)C1=C(C=CC=2OC3=C(C21)C=CC=C3)C3=CC=CC=C3)C3=C(C=CC=C3)C3=CC=CC=C3 [phenyl(biphenylyl)triazinyl](phenyldibenzofuranyl)biphenyl (1s,3s)-3-(3-bromophenyl)-3-(methoxycarbonyl)cyclobutyl-4-nitrobenzoate